(4-((3-(1-(4-((((S)-1-carboxy-2-hydroxyethyl)amino)methyl)-2-chloro-5-methoxybenzyl)-1H-indazol-4-yl)-2-methylbenzyl)oxy)-5-chloro-2-methoxybenzyl)-L-serine C(=O)(O)[C@H](CO)NCC1=CC(=C(CN2N=CC3=C(C=CC=C23)C=2C(=C(COC3=CC(=C(CN[C@@H](CO)C(=O)O)C=C3Cl)OC)C=CC2)C)C=C1OC)Cl